6-(difluoromethyl)-8-morpholin-4-yl-N-(5-piperazin-1-ylpyridin-2-yl)pyrido[3,4-d]pyrimidin-2-amine FC(C1=CC2=C(N=C(N=C2)NC2=NC=C(C=C2)N2CCNCC2)C(=N1)N1CCOCC1)F